C1C(CC2=CC=CC=C12)C(=O)N1CC=2N([C@H](C1)C)C(=NC2)[C@@](C(F)(F)F)(C)O (2,3-dihydro-1H-inden-2-yl)((S)-5-methyl-3-((R)-1,1,1-trifluoro-2-hydroxypropan-2-yl)-5,6-dihydroimidazo[1,5-a]pyrazin-7(8H)-yl)methanone